O=C1N(C(CC[C@H]1N1C(C2=CC=C(C=C2C1)O[C@H]1[C@H](N(CCC1)C(=O)OC(C)(C)C)C)=O)=O)COCC[Si](C)(C)C |&1:6| rac-tert-butyl (2R,3R)-3-((2-(2,6-dioxo-1-((2-(trimethylsilyl)ethoxy)methyl)piperidin-3-yl)-1-oxoisoindolin-5-yl)oxy)-2-methylpiperidine-1-carboxylate